(S)-3-(5-Amino-5,7-dihydrospiro[cyclopenta[b]pyridin-6,4'-piperidin]-1'-yl)-6-((2,3-dichlorophenyl)thio)pyrazin-2(1H)-on N[C@@H]1C=2C(=NC=CC2)CC12CCN(CC2)C=2C(NC(=CN2)SC2=C(C(=CC=C2)Cl)Cl)=O